5-(7-((7-ethyl-6-oxo-5,6-dihydro-1,5-naphthyridin-3-yl)methyl)-4,7-diazaspiro[2.5]octan-4-yl)-N-methylpicolinamide C(C)C=1C(NC=2C=C(C=NC2C1)CN1CCN(C2(CC2)C1)C=1C=CC(=NC1)C(=O)NC)=O